N1C=CC=2C1=NC=CC2C2=CC=C(C=C2)NC2=NC(=NC=C2)N2CCNCC2 N-(4-(1H-pyrrolo[2,3-b]pyridin-4-yl)phenyl)-2-(piperazin-1-yl)pyrimidin-4-amine